5-(benzyloxy)-6-(methoxycarbonyl)-4-oxo-4H-pyran-3-carboxylic acid C(C1=CC=CC=C1)OC=1C(C(=COC1C(=O)OC)C(=O)O)=O